C1(CC1)C1=C(C(=C(N=N1)N1CCC(CCC1)(F)F)C(=O)N)C 6-cyclopropyl-3-(4,4-difluoroazepan-1-yl)-5-methylpyridazine-4-carboxamide